C(#N)C1=CC=C(C=C1)C1CCNCC1 4-(4-cyanophenyl)piperidine